ClC1=CC(=C(C=C1Cl)C(NS(=O)C(C)(C)C)[C@H]1CNCC1)OCC=C N-[[4,5-dichloro-2-(prop-2-en-1-yloxy)phenyl]((3R)-pyrrolidin-3-yl)methyl]2-methylpropane-2-sulfinamide